C(C)N(CC)CCCOC(C=C)=O acrylic acid N,N-diethylaminopropyl ester